acryloyldodecyl dihydrogen phosphate P(=O)(OCCCCCCCCCCCCC(C=C)=O)(O)O